NC=1C(=NC(=NC1C1=C2C=NNC2=CC=C1C)C1=CC(=NC=C1NC1=NC=CC=N1)Cl)C(=O)N 5-amino-2-[2-chloro-5-(pyrimidin-2-ylamino)-4-pyridyl]-6-(5-methyl-1H-indazol-4-yl)pyrimidine-4-carboxamide